ClC=1C(=CC(=C(C1)NC(=O)N1C2CC3=C(C=NC(=C3F)F)C1CC2)F)C(F)(F)F N-(5-chloro-2-fluoro-4-(trifluoromethyl)phenyl)-3,4-difluoro-6,7,8,9-tetrahydro-5H-6,9-epiminocyclohepta[c]pyridine-10-carboxamide